N[C@H](C(=O)N1[C@@H](C[C@H](C1)O)C(=O)N[C@H](C(C)(C)O)C1=CC=C(C=C1)C#C)C(C)(C)C (2S,4R)-1-((S)-2-amino-3,3-dimethylbutanoyl)-N-((S)-1-(4-ethynylphenyl)-2-hydroxy-2-methylpropyl)-4-hydroxypyrrolidine-2-carboxamide